((6as,8s)-8-(methoxymethyl)-6a,7,8,9-tetrahydro-6H-pyrido[3,2-b]pyrrolo[1,2-d][1,4]oxazin-4-yl)boronic acid COC[C@H]1C[C@@H]2N(C3=C(OC2)C(=CC=N3)B(O)O)C1